C1(CC1)C=1C=C(C(=NC1)C=1C=C2CCC(N(C2=CN1)CC(C(F)(F)F)(F)F)=O)S(=O)(=O)CC 6-(5-cyclopropyl-3-ethylsulfonyl-2-pyridyl)-1-(2,2,3,3,3-pentafluoropropyl)-3,4-dihydro-1,7-naphthyridin-2-one